S1C(=C(C=C1)C(=O)[O-])C(=O)ONC(NC1=C(C=C(C(=C1)OCC1=C(C=CC2=C1N=CS2)Cl)OC)F)=O ({{5-[(5-chloro-1,3-benzothiazol-4-yl) methoxy]-2-fluoro-4-methoxyphenyl} carbamoyl} amino) thiophene-2,3-dicarboxylate